The molecule is a disaccharide phosphate consisting of an alpha-D-mannopyranose residue and an alpha-D-mannose 6-phosphate residue joined in sequence by a (1->2) glycosidic bond. It derives from an alpha-D-mannose 6-phosphate and an alpha-D-Manp-(1->2)-alpha-D-Manp. C([C@@H]1[C@H]([C@@H]([C@@H]([C@H](O1)O[C@H]2[C@H]([C@@H]([C@H](O[C@@H]2O)COP(=O)(O)O)O)O)O)O)O)O